N1=C(C=CC=C1)C=1C=NN(C1)C1=NC=C(C#N)C=C1 6-(4-pyridin-2-yl-1H-pyrazol-1-yl)nicotinonitrile